N-((1s,3s)-3-(6-((4-(4-(1-(2-(2,6-dioxopiperidin-3-yl)-1,3-dioxoisoindoline-5-yl)azetidin-3-yl)piperazin-1-yl)phenyl)amino)-9H-purin-9-yl)cyclobutyl)-2-phenylacetamide O=C1NC(CC[C@@H]1N1C(C2=CC=C(C=C2C1=O)N1CC(C1)N1CCN(CC1)C1=CC=C(C=C1)NC1=C2N=CN(C2=NC=N1)C1CC(C1)NC(CC1=CC=CC=C1)=O)=O)=O